6-(2-chlorophenyl)-4-(2-methyl-1H-pyrrolo[2,3-b]pyridin-4-yl)-1H-pyridin-2-one ClC1=C(C=CC=C1)C1=CC(=CC(N1)=O)C1=C2C(=NC=C1)NC(=C2)C